3-(3-(1-methoxyprop-1-en-2-yl)phenyl)oxetane-3-carboxylic acid COC=C(C)C=1C=C(C=CC1)C1(COC1)C(=O)O